N-[4-(4-[[2-(dimethylamino)ethyl]amino]-5-ethenyl-7H-pyrrolo[2,3-d]pyrimidin-2-yl)phenyl]-2,5-difluorobenzenesulfonamide CN(CCNC=1C2=C(N=C(N1)C1=CC=C(C=C1)NS(=O)(=O)C1=C(C=CC(=C1)F)F)NC=C2C=C)C